5-[3,5-difluoro-4-(morpholin-4-yl)phenyl]-3,6-dihydro-2H-1,3,4-oxadiazin-2-one FC=1C=C(C=C(C1N1CCOCC1)F)C1=NNC(OC1)=O